FC(C=1C=C(C=C(C1)C(F)(F)F)S(=O)C1=CC(=CC(=C1)C(F)(F)F)C(F)(F)F)(F)F bis(3,5-di(trifluoromethyl) phenyl) sulfoxide